N-[2-(1-naphthyl)ethyl]-8-oxononanamide C1(=CC=CC2=CC=CC=C12)CCNC(CCCCCCC(C)=O)=O